The molecule is a non-proteinogenic L-alpha-amino acid that is L-propargylglycine which is carrying a hydroxy group at the 3R position. It has a role as an antimetabolite, an antibacterial agent, a bacterial metabolite and a fungal metabolite. It is a terminal acetylenic compound and a non-proteinogenic L-alpha-amino acid. It derives from a L-propargylglycine. It is a tautomer of a L-beta-ethynylserine zwitterion. C#C[C@H]([C@@H](C(=O)O)N)O